CN(C1=C(C#N)C=CC=C1C=1C=NC=CC1)CCCC1=NN=CN1C 2-(methyl-(3-(4-methyl-4H-1,2,4-triazol-3-yl)propyl)amino)-3-(pyridin-3-yl)benzonitrile